C(C1=CC=CC=C1)N1[C@@H]([C@@H](OCC1)CO)C [(2R,3R)-4-benzyl-3-methylmorpholin-2-yl]methanol